(R)-4-(2-chloro-6-methylthieno[3,2-d]pyrimidin-4-yl)-3-methylmorpholine ClC=1N=C(C2=C(N1)C=C(S2)C)N2[C@@H](COCC2)C